dimethylphenylacridinium CC=1C(=C(C2=CC3=CC=CC=C3[NH+]=C2C1)C1=CC=CC=C1)C